O=C1NC(CCC1N1C(C2=CC=CC(=C2C1=O)N1CCN(CC1)CCN1CCC(CC1)NC(OC(C)(C)C)=O)=O)=O tert-butyl (1-(2-(4-(2-(2,6-dioxopiperidin-3-yl)-1,3-dioxoisoindolin-4-yl) piperazin-1-yl)ethyl)piperidin-4-yl)carbamate